NCC1=CC=C(C=C1)CNC1=C(C(=NN1C(C1=CC=CC=C1)=O)C1C(CN(CC1)S(=O)(=O)C)C)C#N 5-({[4-(Aminomethyl)phenyl]methyl}amino)-1-benzoyl-3-(1-methansulfonyl-3-methylpiperidin-4-yl)-1H-pyrazol-4-carbonitril